[1,3'-bipyridine]-5-carboxamide N1(CC=CC(=C1)C(=O)N)C=1C=NC=CC1